O=C1N(CCC12CNC1=C(O2)C=CC=C1)C(=O)[O-] oxo-3,4-dihydrospiro[benzo[b][1,4]oxazine-2,3'-pyrrolidine]-1'-carboxylate